1-(4-(pyridin-4-yl)phenyl)ethan-1-one N1=CC=C(C=C1)C1=CC=C(C=C1)C(C)=O